3-[[(1R)-1-[3-Methyl-4-oxo-2-(2-pyridyl)-6-(trifluoromethyl)chromen-8-yl]ethyl]amino]pyridine-2-carbonitrile CC1=C(OC2=C(C=C(C=C2C1=O)C(F)(F)F)[C@@H](C)NC=1C(=NC=CC1)C#N)C1=NC=CC=C1